1-(10-((4-((3-fluorobenzyl)oxy)-3-(methoxy)phenyl)amino)-2,3-dihydro-4H-[1,4]oxazino[2,3-f]quinazolin-4-yl)prop-2-en-1-one FC=1C=C(COC2=C(C=C(C=C2)NC2=NC=NC3=CC=C4C(=C23)OCCN4C(C=C)=O)OC)C=CC1